C(CCCC)OC(C)(OC=1C=C(C=C)C=CC1)C m-(1-n-pentyloxy-1-methylethoxy)styrene